4-((2-fluoro-6-(1-methoxyethyl)phenyl)amino)-2-((6-methoxy-2-methyl-1,2,3,4-tetrahydroisoquinolin-7-yl)amino)pyrimidine-5-carbonitrile FC1=C(C(=CC=C1)C(C)OC)NC1=NC(=NC=C1C#N)NC1=C(C=C2CCN(CC2=C1)C)OC